C(C)(C)(C)OC(=O)N1C(CNCC1)C1=C(C(N(C2=NC(=C(C=C12)F)C1=C(C(=CC(=C1F)Cl)Cl)N)C=1C(=NC=CC1C)C(C)C)=O)C#N (7-(2-amino-3,5-dichloro-6-fluorophenyl)-3-cyano-6-fluoro-1-(2-isopropyl-4-methylpyridin-3-yl)-2-oxo-1,2-dihydro-1,8-naphthyridin-4-yl)piperazine-1-carboxylic acid tert-butyl ester